deoxy-1-(methylazaniumyl)-D-glucitol C[NH2+]C(C[C@@H](O)[C@H](O)[C@H](O)CO)O